6-(4-chlorobenzyl)-1-methyl-1,6-dihydro-2H-pyrido[3',2':6,7]azepino[4,3,2-cd]isoindol-2-one ClC1=CC=C(CN2C3=C(C=C4N(C(C=5C=CC=C2C45)=O)C)C=CC=N3)C=C1